CN(C)C1=CC=C2C(=CC(OC2=C1)=O)O 7-(N,N-dimethylamino)-4-hydroxycoumarin